(R)-6,6-difluoro-3,3-dimethyltetrahydropyrrolo[1,2-c]oxazol-5(3H)-one FC1(C[C@H]2N(C(OC2)(C)C)C1=O)F